N[C@H]1CN(CC1)C1=NC=C(C=N1)C1=CC2=C(N=C3N2[C@H]2C4=C(C(N([C@@H]3C2)C([2H])([2H])[2H])=O)C=CC=C4C#CC)C=C1 (7R,14R)-11-(2-((R)-3-aminopyrrolidin-1-yl)pyrimidin-5-yl)-6-(methyl-d3)-1-(prop-1-yn-1-yl)-6,7-dihydro-7,14-methanobenzo[f]benzo[4,5]imidazo[1,2-a][1,4]diazocin-5(14H)-one